1-(1-hydroxy-1H-pyrazol-4-yl)-3-phenethyl-2,3-dihydroquinazolin-4(1H)-one ON1N=CC(=C1)N1CN(C(C2=CC=CC=C12)=O)CCC1=CC=CC=C1